NC1=CC(=C(N=N1)N1S(CCC1)(=O)=O)OC 2-(6-amino-4-methoxypyridazin-3-yl)isothiazolidine 1,1-dioxide